methyl 2-(4-bromo-2-fluorophenyl)-2-methylpropanoate BrC1=CC(=C(C=C1)C(C(=O)OC)(C)C)F